5-(cyclopropylmethoxy)-N-[3-(hydroxymethyl)-2-oxopiperidin-3-yl]-2-methyl-1-benzofuran-3-carboxamide C1(CC1)COC=1C=CC2=C(C(=C(O2)C)C(=O)NC2(C(NCCC2)=O)CO)C1